N-(2-(4-((1R,4R)-2-oxa-5-azabicyclo[2.2.1]-heptane-5-yl)piperidine-1-yl)-4-methoxy-5-((6-((S)-3-methyl-3-phenylisoxazolidine-2-yl)pyrimidine-4-yl)amino)phenyl)acrylamide [C@H]12OC[C@H](N(C1)C1CCN(CC1)C1=C(C=C(C(=C1)OC)NC1=NC=NC(=C1)N1OCC[C@]1(C1=CC=CC=C1)C)NC(C=C)=O)C2